N1-(dibenzo[b,d]furan-3-yl)-N3,N3,N5,N5-tetraphenylbenzene-1,3,5-triamine C1=CC(=CC=2OC3=C(C21)C=CC=C3)NC3=CC(=CC(=C3)N(C3=CC=CC=C3)C3=CC=CC=C3)N(C3=CC=CC=C3)C3=CC=CC=C3